N-(4-methyl-1-(4-methyl-6-((5-methyl-1H-pyrazol-3-yl)amino)pyrimidin-2-yl)piperidin-4-yl)propanamide CC1(CCN(CC1)C1=NC(=CC(=N1)C)NC1=NNC(=C1)C)NC(CC)=O